C1(CC1)C=1N=CC2=CC3=C(C(=C2C1)S(NCC(C)(C)F)(=O)=O)C[C@@H](C3)NC(=O)C3=CNC1=CC=C(C=C31)F N-[(7R)-3-cyclopropyl-5-[(2-fluoro-2-methylpropyl)sulfamoyl]-7,8-dihydro-6H-cyclopenta[g]Isoquinolin-7-yl]-5-fluoro-1H-indole-3-carboxamide